N1=C(C=CC=C1)CNCC1=CC=C(C=C1)CN(C=1C=CC=C2CCCN(C12)C)CCNCC=1NC=CN1 N-(2-pyridylmethyl)-N'-[2-[(1H-imidazol-2-ylmethyl)amino]ethyl]-N'-(1-methyl-1,2,3,4-tetrahydro-8-quinolinyl)-1,4-xylylenediamine